C(#N)C=1C=C(CN2CCCN3CCCC23)C=CC1 5-(3'-cyanobenzyl)-1,5-diazabicyclo[4.3.0]nonane